ClC1=CC=C(C=C1)NS(=O)(=O)C=1C=C(C(=O)NC2=CC(=CC=C2)[N+](=O)[O-])C=CC1C 3-(N-(4-chlorophenyl)sulfamoyl)-4-methyl-N-(3-nitrophenyl)benzamide